(+/-)-methyl (2R,3R,5S)-5-methyl-2-((((CIS)-4-phenylcyclohexyl)oxy)methyl)-3-(1H-pyrazol-5-yl)piperidine-1-carboxylate C[C@H]1C[C@H]([C@@H](N(C1)C(=O)OC)CO[C@@H]1CC[C@@H](CC1)C1=CC=CC=C1)C1=CC=NN1 |r|